N,N'-Bis(2-aminoethyl)ethane-1,2-diamine NCCNCCNCCN